C(C)(=O)NC1=C2C(N(C(C2=CC=C1)=O)C1C(N(C(CC1)=O)CCOC)=O)=O 4-acetylamino-2-(1-(2-methoxyethyl)-2,6-dioxopiperidin-3-yl)isoindolin-1,3-dione